9-[1-[[6-chloro-2-(1-methylpyrazol-4-yl)-3-pyridinyl]amino]ethyl]-4,7-dimethyl-3-(2-morpholinoethyl)pyrazolo[3,4-c]isoquinolin-5-one ClC1=CC=C(C(=N1)C=1C=NN(C1)C)NC(C)C=1C=2C3=C(N(C(C2C=C(C1)C)=O)C)N(N=C3)CCN3CCOCC3